ClC=1C(=C(C(=CC1)N1N=NN=C1)C1=CC(N2[C@@H](CCC2C1)C(=O)NC=1C=C2C=NN(C2=CC1)CCOC)=O)F (S)-7-(3-chloro-2-fluoro-6-(1H-tetrazol-1-yl)phenyl)-N-(1-(2-methoxyethyl)-1H-indazol-5-yl)-5-oxo-1,2,3,5,8,8a-hexahydroindolizine-3-carboxamide